CC(CCCCC)N 2-Heptanamin